2-((2-methoxy-4-(4-(4-methylpiperazin-1-yl)piperidin-1-yl)phenyl)amino)-4-((2-(N-methylmethylsulfonamido)phenyl)amino)pyrimidine COC1=C(C=CC(=C1)N1CCC(CC1)N1CCN(CC1)C)NC1=NC=CC(=N1)NC1=C(C=CC=C1)N(S(=O)(=O)C)C